1,1,1,3,3,3-hexafluoro-propan-2-yl (R or S)-1-(5,6,7,8-tetrahydro-pyrido[4,3-d]-pyrimidine-6-carbonyl)-6-azaspiro[2.5]-octane-6-carboxylate N1=CN=CC2=C1CCN(C2)C(=O)[C@@H]2CC21CCN(CC1)C(=O)OC(C(F)(F)F)C(F)(F)F |o1:12|